[C+4].[O-2].[Fe+2].[O-2].[O-2] IRON OXIDE CARBON